5-(1-(2,2-difluoroethyl)-4-fluoro-2-methyl-1H-benzo[d]imidazol-6-yl)-6-fluoro-N-((3R,4R)-3-fluoro-1-(2-methoxyethyl)piperidin-4-yl)-4-methoxypyrrolo[2,1-f][1,2,4]triazin-2-amine FC(CN1C(=NC2=C1C=C(C=C2F)C=2C(=CN1N=C(N=C(C12)OC)N[C@H]1[C@@H](CN(CC1)CCOC)F)F)C)F